tert-butyl 4-(5-fluoro-4-(3-methyl-4-((5-(methylcyclopropyl)-1,2,4-oxadiazole-3-carboxamido)methyl)phenyl)pyridin-3-yl)piperazine-1-carboxylate FC=1C(=C(C=NC1)N1CCN(CC1)C(=O)OC(C)(C)C)C1=CC(=C(C=C1)CNC(=O)C1=NOC(=N1)C1(CC1)C)C